3-Bromo-2-methoxyaniline BrC=1C(=C(N)C=CC1)OC